3-hydroxy-2-(pyridin-2-yl)pyrrolidin OC1C(NCC1)C1=NC=CC=C1